N(=C=O)[C@H](C(=O)OCC)CCC(=O)[O-] ethyl (S)-(-)-2-isocyanatoglutarate